FC1=C(C=CC(=C1)F)C(CC(=O)NC1(CC1)C1=NC(=CC=C1)NCC(F)(F)F)(C)O 3-(2,4-difluorophenyl)-3-hydroxy-N-(1-(6-((2,2,2-trifluoroethyl)amino)pyridin-2-yl)cyclopropyl)butanamide